racemic-10-methoxy-11-(3-methoxypropoxy)-3,3-dimethyl-7-oxo-1,2,3,3a,7,12b-hexahydrocyclopenta[c]pyrido[2,1-a]isoquinoline-6-carboxylic acid COC=1C(=CC=2C3C(N4C(C2C1)=CC(C(=C4)C(=O)O)=O)C(CC3)(C)C)OCCCOC